C(C)(C)(C)OC(N=[S@@](=O)(C)CC1=CC(=CC(=C1)[N+](=O)[O-])OCCCCO)=O |r| (rac)-tert-butyl{[3-(4-hydroxybutoxy)-5-nitrobenzyl](methyl)oxido-λ6-sulfanylidene}carbamate